FC1=C(C=C(C=C1)CC(=O)N1CCOCC1)[N+](=O)[O-] 2-(4-fluoro-3-nitrophenyl)-1-morpholinoethane-1-one